rac-(3S,4S)-2'-(2-ethoxypyridin-3-yl)-3-ethyl-1-(5-methoxy-4-(trifluoromethyl)pyridin-3-yl)-7',8'-dihydro-6'H-spiro[piperidine-4,5'-[1,7]naphthyridine] C(C)OC1=NC=CC=C1C1=NC=2CNC[C@]3(C2C=C1)[C@@H](CN(CC3)C=3C=NC=C(C3C(F)(F)F)OC)CC |r|